CC1=C(C=2C(=CN=CC2)N1S(=O)(=O)C1=CC=C(C)C=C1)CCN1C(C2=CC=CC=C2C1=O)=O 2-(2-(2-methyl-1-p-toluenesulfonyl-1H-pyrrolo[2,3-c]pyridin-3-yl)ethyl)isoindole-1,3-dione